N-(5-fluoropyridin-2-yl)-2-(6-isopropyl-2-(1-methyl-1H-indol-2-yl)-5,8-dioxo-5,6,7,8-tetrahydro-4H-pyrazolo[1,5-a]pyrrolo[3,4-d]pyrimidin-4-yl)acetamide FC=1C=CC(=NC1)NC(CN1C=2N(C(C3=C1C(N(C3)C(C)C)=O)=O)N=C(C2)C=2N(C3=CC=CC=C3C2)C)=O